hydroxy-4-((3-(2-(2-(2,4-difluorophenyl)acetamido)ethyl)-5-methoxy-1H-indol-1-yl)methyl)-benzamide OC1=C(C(=O)N)C=CC(=C1)CN1C=C(C2=CC(=CC=C12)OC)CCNC(CC1=C(C=C(C=C1)F)F)=O